C1(CC1)N1C(C(C=2C1=CC=1C(=NN=C(C1C2)C)N[C@H](C)C2=C(C(=CC=C2)C(CO)(F)F)C)(C)C)=O 1-cyclopropyl-3,3,5-trimethyl-8-[[(1R)-1-[3-(1,1-difluoro-2-hydroxy-ethyl)-2-methyl-phenyl]ethyl]amino]pyrrolo[2,3-g]phthalazin-2-one